2-(3-((4-((3-chloro-2-fluoro-phenyl)amino)-7-methoxyquinazolin-6-yl)oxy)azetidin-1-yl)-N-methylacetamide ClC=1C(=C(C=CC1)NC1=NC=NC2=CC(=C(C=C12)OC1CN(C1)CC(=O)NC)OC)F